(3'R)-5',5'-difluoro-5-methyl-2-oxo[1,3'-bipiperidine]-1'-carboxylic acid tert-butyl ester C(C)(C)(C)OC(=O)N1C[C@@H](CC(C1)(F)F)N1C(CCC(C1)C)=O